ClCC(=O)N1CCC2(N(C(CS2)=O)CC=2OC(=CC2)C2=CC=CC=3CCOC32)CC1 8-(2-chloroacetyl)-4-((5-(2,3-dihydrobenzofuran-7-yl)furan-2-yl)methyl)-1-thia-4,8-diazaspiro[4.5]decan-3-one